(R)-3-chloromandelic acid ClC=1C=C([C@H](C(=O)O)O)C=CC1